C1=C(C=CC2=C1CCCC=C2)O 8,9-dihydro-7H-benzo[7]annulen-2-ol